N[C@@H](CC1=CC=CC=C1)C(=O)N[C@@H](C)C(=O)O Phenylalanylalanin